2-(bis(2-methoxyethyl)amino)-N,N-dimethylacetamide COCCN(CC(=O)N(C)C)CCOC